(4-amino-7-fluoroimidazo[1,5-a]quinoxalin-8-yl)((5R)-5-fluoro-2-(5-(trifluoromethyl)pyridin-2-yl)piperidin-1-yl)methanone NC=1C=2N(C3=CC(=C(C=C3N1)F)C(=O)N1C(CC[C@H](C1)F)C1=NC=C(C=C1)C(F)(F)F)C=NC2